C(C)C(COC([C@H](C)N=P(=O)OC1=C(C=CC=C1)OC1=CC=C(C=C1)[N+](=O)[O-])=O)CC (2S)-2-((4-nitrophenoxy)(phenoxy)phosphorylamino)propanoic acid-2-ethylbutyl ester